(R)-4-(3-(5-(ethoxycarbonyl)-2H-tetrazol-2-yl)-2-hydroxypropoxy)benzoic acid C(C)OC(=O)C=1N=NN(N1)C[C@H](COC1=CC=C(C(=O)O)C=C1)O